6-(2-methyl-4-(piperidin-4-yl)benzo[d][1,3]dioxol-2-yl)nicotinonitrile HCl salt Cl.CC1(OC2=C(O1)C=CC=C2C2CCNCC2)C2=NC=C(C#N)C=C2